1-(11Z-eicosenoyl)-2-eicosanoyl-glycero-3-phosphocholine CCCCCCCCCCCCCCCCCCCC(=O)O[C@H](COC(=O)CCCCCCCCC/C=C\CCCCCCCC)COP(=O)([O-])OCC[N+](C)(C)C